[C@H]1(CC[C@H](CC1)C(=O)OC1=C2C(=CNC2=CC=C1)CCN(C)C)C(=O)OC1=C2C(=CNC2=CC=C1)CCN(C)C bis(3-(2-(dimethylamino)ethyl)-1H-indol-4-yl) (trans)-cyclohexane-1,4-dicarboxylate